2-bromo-4-(1H-pyrazol-1-yl)benzonitrile BrC1=C(C#N)C=CC(=C1)N1N=CC=C1